FC(C1=NC=CC(=N1)N1CC2(CC1)CCNCC2)(F)F 2-(2-(trifluoromethyl)pyrimidin-4-yl)-2,8-diazaspiro[4.5]decane